S1N=C(C2=C1C=CC=C2)N2[C@@H](CN(CC2)CC[C@@H]2CC[C@H](CC2)NC(N(C)C)=O)C 3-(Trans-4-(2-((R)-4-(benzo[d]isothiazol-3-yl)-3-methylpiperazin-1-yl)ethyl)cyclohexyl)-1,1-dimethylurea